BrC1=CC2=C(CN(S2(=O)=O)CC2=CC=C(C=C2)OC)C=C1 6-bromo-2-(4-methoxybenzyl)-2,3-dihydrobenzo[d]isothiazole 1,1-dioxide